N-(isoquinolin-8-yl)-5-methylpyridine-2-sulfonamide C1=NC=CC2=CC=CC(=C12)NS(=O)(=O)C1=NC=C(C=C1)C